C(C)OC(CCN(SN(C(=O)ONCCSC)C)CC1=CC=CC=C1)=O (Z)-N-benzyl-N-([methyl-(methyl-thioethyleneamino-oxycarbonyl)amino]thio)-beta-alanine ethyl ester